(±)-trans-3-phenyl-4-{[4-(pyridin-3-yl)-1,3-thiazol-2-yl]oxy}pyrrolidine-1-carboxylic acid tert-butyl ester C(C)(C)(C)OC(=O)N1C[C@H]([C@@H](C1)OC=1SC=C(N1)C=1C=NC=CC1)C1=CC=CC=C1 |r|